2,2',2''-(10-((3R,4S,SR)-1-(((9H-fluoren-9-yl)methoxy)carbonyl)-5-carboxy-4-hydroxypyrrolidin-3-yl)-1,4,7,10-tetraazacyclododecane-1,4,7-triyl)triacetic acid C1=CC=CC=2C3=CC=CC=C3C(C12)COC(=O)N1C[C@H]([C@@H]([C@H]1C(=O)O)O)N1CCN(CCN(CCN(CC1)CC(=O)O)CC(=O)O)CC(=O)O |&1:21|